1-(4-fluorophenyl)-2-methyl-8-(3,4,5-trifluorophenyl)-1H-imidazo[4,5-c]quinoline FC1=CC=C(C=C1)N1C(=NC=2C=NC=3C=CC(=CC3C21)C2=CC(=C(C(=C2)F)F)F)C